N-(4-(4-cyanopyridin-3-yl)-2-((1S,4S)-4-(hydroxymethyl)-5-methyl-2,5-diazabicyclo[2.2.1]hept-2-yl)phenyl)-2-(2-fluoro-6-methoxyphenyl)pyrimidine-4-carboxamide C(#N)C1=C(C=NC=C1)C1=CC(=C(C=C1)NC(=O)C1=NC(=NC=C1)C1=C(C=CC=C1OC)F)N1[C@@H]2CN([C@](C1)(C2)CO)C